4H,6H,7H-pyrano[4,3-D][1,3]thiazole-2-amine N1=C(SC2=C1CCOC2)N